CS(=O)(=O)C1=CC=C(C=C1)N1CCN(CC1)C1=CC=C(N)C=C1 4-[4-(4-methyl-sulfonylphenyl)piperazin-1-yl]aniline